4-(4-acryloyl-2-methylpiperazin-1-yl)-6-cyclopropyl-7-(5-fluoro-2-hydroxyphenyl)-1-(2-isopropyl-4-methylpyridin-3-yl)pyrido[2,3-d]pyrimidin-2(1H)-one C(C=C)(=O)N1CC(N(CC1)C=1C2=C(N(C(N1)=O)C=1C(=NC=CC1C)C(C)C)N=C(C(=C2)C2CC2)C2=C(C=CC(=C2)F)O)C